ClC1=C(C(=C(C=C1OC)OC)Cl)NC(N(C)C1=CC(=NC=N1)NC1=C(C=C(C=C1)N1CCC(CC1)N1CCOCC1)C(C(=O)N)=C)=O (2-((6-(3-(2,6-dichloro-3,5-dimethoxyphenyl)-1-methylureido)pyrimidin-4-yl)amino)-5-(4-morpholinylpiperidin-1-yl)phenyl)acrylamide